BrC1=C(C(=C(C(=O)OC)C=C1F)F)Cl methyl 4-bromo-3-chloro-2,5-difluorobenzoate